N-methyl-vinylpyrrolidone CN1C(C(CC1)C=C)=O